COC(=O)C1=CSC(=C1N(C(C(=O)OCC)=O)C1=CC2=C(OCCN2C2=CC=CC=C2)C=C1)[N+](=O)[O-] Methyl-4-(2-ethoxy-2-oxo-N-(4-phenyl-3,4-dihydro-2H-benzo[b][1,4]oxazin-6-yl)acetamido)-5-nitrothiophene-3-carboxylate